CN1C(=NC(=C1)NC(CCNC(=O)C=1N(C=C(C1)NC(=O)C=1N(C=CN1)C)C)=O)C(=O)N 1-methyl-4-(3-{[1-methyl-4-(1-methylimidazole-2-amido)pyrrol-2-yl]formamido}propanamido)imidazole-2-carboxamide